6-chloro-3-methyluracilbenzyl chloride ClC1=C(C(N(C(N1)=O)C)=O)C1=CC=CC=C1CCl